tridecyl-dodecanediamine C(CCCCCCCCCCCC)C(CCCCCCCCCCC)(N)N